OC1CCCC1 1-hydroxycyclopentan